ClC=1C=C(C=CC1C(F)(F)F)NC(=O)N1[C@@H]2CC3=C(N=CN=C3)[C@H]1CC2 (6S,9R)-N-(3-chloro-4-(trifluoromethyl)phenyl)-6,7,8,9-tetrahydro-5H-6,9-epimino-cyclohepta[d]pyrimidine-10-carboxamide